FC=1C=2N(C=CC1)N=C(C2)[C@@H]2N(CCC1=C2N=CN1)C1=NC=CC(=N1)C(O)C1=CC=CC=C1 (2-((R)-4-(4-fluoropyrazolo[1,5-a]pyridin-2-yl)-1,4,6,7-tetrahydro-5H-imidazo[4,5-c]pyridin-5-yl)pyrimidin-4-yl)(phenyl)methanol